N-(4-bromo-2,5-difluorophenyl)-6-chloro-1-methylindole-3-sulfonamide BrC1=CC(=C(C=C1F)NS(=O)(=O)C1=CN(C2=CC(=CC=C12)Cl)C)F